3-(5-(((1-benzylpiperidin-4-yl)amino)methyl)-1-oxoisoindolin-2-yl)-1-((2-(trimethylsilyl)ethoxy)methyl)piperidine-2,6-dione C(C1=CC=CC=C1)N1CCC(CC1)NCC=1C=C2CN(C(C2=CC1)=O)C1C(N(C(CC1)=O)COCC[Si](C)(C)C)=O